1,2-Diaminoimidazole NN1C(=NC=C1)N